3-hydroxy-4-((6-methoxy-4-(1H-tetrazol-5-yl)pyridin-2-yl)amino)cyclobut-3-en-1,2-dione OC=1C(C(C1NC1=NC(=CC(=C1)C1=NN=NN1)OC)=O)=O